nickel-manganese lithium manganate [Mn](=O)(=O)([O-])[O-].[Li+].[Mn+2].[Ni+2]